C1(=CC=CC=C1)/C(=C/C1=CC=CC=C1)/P\C(=C/C1=CC=CC=C1)\C1=CC=CC=C1 bis((Z)-(1,2-diphenylvinyl))phosphine